N,N'-di-[2-(p-phenylbenzenesulfonyloxy)phenyl]urea C1(=CC=CC=C1)C1=CC=C(C=C1)S(=O)(=O)OC1=C(C=CC=C1)NC(=O)NC1=C(C=CC=C1)OS(=O)(=O)C1=CC=C(C=C1)C1=CC=CC=C1